C(=O)(OCC1C2=CC=CC=C2C2=CC=CC=C12)N1C(CC(C1)C1=CC=CC=C1)C(=O)O Fmoc-4-phenylpyrrolidine-2-carboxylic acid